SC=1C=C2C=NN(C(C2=CC1)=O)CC1=NC(=CC=C1)C 6-mercapto-2-((6-methylpyridin-2-yl)methyl)phthalazin-1(2H)-one